NC1=CC=C(C(=O)OC=2C(=C(C(=C3C=CC=CC23)O)C)O)C=C1 3-Methyl-1,2,4-Naphthalintriol 1-(4-Aminobenzoat)